FC(C(=O)N)(C1=NC=CC(=C1)C1=CC=C(C=C1)S(=O)(=O)[C@@H]1CC[C@H](CC1)NC1=NC=C(C=C1)C(F)(F)F)F 2,2-Difluoro-2-(4-(4-((trans-4-((5-(trifluoromethyl)pyridin-2-yl)amino)cyclohexyl)sulfonyl)phenyl)pyridin-2-yl)acetamide